COC(=O)C1=C(C=NC=C1)NCC1OCCC2=C1C=CC=C2 3-[(3,4-dihydro-1H-2-benzopyran-1-ylmethyl)amino]pyridine-4-carboxylic acid methyl ester